COCC=1C=C(C#N)C=C(C1B1OC(C(O1)(C)C)(C)C)OCOCC[Si](C)(C)C 3-(methoxymethyl)-4-(4,4,5,5-tetramethyl-1,3,2-dioxaborolan-2-yl)-5-(2-trimethylsilylethoxy-methoxy)benzonitrile